4-[(benzyloxy)methyl]Piperidine C(C1=CC=CC=C1)OCC1CCNCC1